FC=1C=2N(C=C(C1)C=1N=C3N(C(C1)=O)C=C(C=C3)C3CCN(CC3)C)C=C(N2)C 2-(8-fluoro-2-methylimidazo[1,2-a]pyridin-6-yl)-7-(1-methylpiperidin-4-yl)-4H-pyrido[1,2-a]pyrimidin-4-one